C1(CC1)C(=O)N1CC=2NC(=NC2C1)C1=NNC2=C1C=NC(=C2)C2=C(C=C(C(=C2)F)O)CC cyclopropyl-(2-(6-(2-ethyl-5-fluoro-4-hydroxyphenyl)-1H-pyrazolo[4,3-c]pyridin-3-yl)-4,6-dihydropyrrolo[3,4-d]imidazol-5(1H)-yl)methanone